C12COCC(CC1)N2C=2C=C1C(=CC=NC1=CC2)C(=O)NCC(=O)N2CSC[C@H]2C#N 6-(3-Oxa-8-azabicyclo[3.2.1]octan-8-yl)-N-(2-((R)-4-cyanothiazolidin-3-yl)-2-oxoethyl)quinoline-4-carboxamide